(4-((1H-1,2,4-triazol-1-yl)sulfonyl)phenyl)(4-(pyridin-2-yl)piperazin-1-yl)-methanone N1(N=CN=C1)S(=O)(=O)C1=CC=C(C=C1)C(=O)N1CCN(CC1)C1=NC=CC=C1